4-chloro-5-([1-[4-(2-cyclopropoxyphenyl)pyridin-3-yl]cyclopropoxy]methyl)-2-fluorobenzene methyl-N-((benzyloxy)carbonyl)-O-butyl-L-serinate COC([C@@H](NC(=O)OCC1=CC=CC=C1)COCCCC)=O.ClC1=CC(=CC=C1COC1(CC1)C=1C=NC=CC1C1=C(C=CC=C1)OC1CC1)F